2-(4-Nitrophenyl)pyrazolo[1,5-a]pyrazin-4(5H)-one [N+](=O)([O-])C1=CC=C(C=C1)C1=NN2C(C(NC=C2)=O)=C1